N-(8-chloro-7-hydroxychroman-4-yl)acrylamide ClC=1C(=CC=C2C(CCOC12)NC(C=C)=O)O